tert-butyl 4-(((3R,4R)-3-(4-(tert-butoxycarbonyl) phenyl)piperidin-4-yl)methyl)-5-methoxy-7-methyl-1H-indole-1-carboxylate C(C)(C)(C)OC(=O)C1=CC=C(C=C1)[C@@H]1CNCC[C@H]1CC1=C2C=CN(C2=C(C=C1OC)C)C(=O)OC(C)(C)C